ClC=1N=C2N(N=CC(=C2C(COC)C)NC(=O)NC=2C=NC=C(C2)C#N)C1 N-(2-chloro-8-(1-methoxyprop-2-yl)imidazo[1,2-b]pyridazin-7-yl)-N'-(5-cyanopyridin-3-yl)urea